1,3-difluoro-2-methyl-1-propene FC=C(CF)C